2-(6-(((1R,3S,5S)-6,6-difluoro-1,5,8-trimethyl-8-azabicyclo[3.2.1]octan-3-yl)(methyl)amino)pyridazin-3-yl)-5-(1H-imidazol-1-yl)phenol FC1([C@@]2(C[C@H](C[C@](C1)(N2C)C)N(C2=CC=C(N=N2)C2=C(C=C(C=C2)N2C=NC=C2)O)C)C)F